(R)-4-((2,2-difluoro-6-(6-(methoxycarbonyl)pyridin-3-yl)-7-azaspiro[3.5]non-7-yl)methyl)-5-methoxy-7-methyl-1H-indole-1-carboxylic acid tert-butyl ester C(C)(C)(C)OC(=O)N1C=CC2=C(C(=CC(=C12)C)OC)CN1[C@H](CC2(CC(C2)(F)F)CC1)C=1C=NC(=CC1)C(=O)OC